BrC1=C2C=CC=NC2=C(C=C1OC[C@@H](CC1=CC=CC=C1)NC(OC(C)(C)C)=O)C tert-Butyl (R)-(1-((5-bromo-8-methylquinolin-6-yl)oxy)-3-phenylpropan-2-yl)carbamate